5-chloro-3-(pyridin-3-yl)thieno[3,2-b]pyridine ClC1=CC=C2C(=N1)C(=CS2)C=2C=NC=CC2